COC1=C(CN2CC3(OC4=C(C2)N=C(C=C4)O)CCC3)C=CC(=C1)OC 4'-(2,4-dimethoxybenzyl)-4',5'-dihydro-3'H-spiro[cyclobutane-1,2'-pyrido[2,3-f][1,4]oxazepine]-7'-ol